(S)-quinuclidin-3-yl (5-(6-butoxypyridin-3-yl)-2,2-dimethyl-2,3-dihydro-1H-inden-1-yl)carbamate C(CCC)OC1=CC=C(C=N1)C=1C=C2CC(C(C2=CC1)NC(O[C@@H]1CN2CCC1CC2)=O)(C)C